N1=CC=C(C=C1)CN1C(=CC2=CC=CC=C12)C=O 1-(pyridin-4-ylmethyl)-1H-indole-2-carbaldehyde